COC(=O)C1=NC=C(N=C1Cl)NCC1=C(C=C(C=C1)OC)OC 3-chloro-5-((2,4-dimethyl-Oxybenzyl)amino)pyrazine-2-carboxylic acid methyl ester